CC1N(C(CNC1)C)C(=O)[O-] 2,6-dimethyl-piperazine-1-carboxylate